ClCC\C=C/CCCCCCCC(OCCCCCCCC)OCCCCCCCC (3Z)-1-chloro-12,12-dioctanoxy-3-dodecene